3(S)-[2-(acetylthiomethyl)-3-phenyl-propionyl]amino-ε-caprolactam C(C)(=O)SCC(C(=O)N[C@@H]1CC(=O)NCCC1)CC1=CC=CC=C1